N5-(2-cyclopropoxypyridin-3-yl)-3-(1-isopropyl-1H-1,2,3-triazol-4-yl)-N7-methylpyrazolo[1,5-a]pyrimidine-5,7-diamine C1(CC1)OC1=NC=CC=C1NC1=NC=2N(C(=C1)NC)N=CC2C=2N=NN(C2)C(C)C